(4-Bromophenyl)(1-methyl-4,10-dihydrobenzo[b]pyrazolo[3,4-e][1,4]diazepin-5(1H)-yl)methanone BrC1=CC=C(C=C1)C(=O)N1C2=C(NC3=C(C1)C=NN3C)C=CC=C2